C(C)(C)(C)OC(=O)N1CC(C1)=CC#N 3-(cyanomethylene)-azetidine-1-carboxylic acid tert-butyl ester